C1(=CC=CC=C1)P(OC1=C(C=CC=C1)OP(C1=CC=CC=C1)C1=CC=CC=C1)C1=CC=CC=C1 1,2-bis(diphenylphosphinooxy)benzene